4-(4-(5-((4-((4-(acetamidomethyl)piperidin-1-yl)methyl)-6-(3,5-dichlorophenyl)pyridin-2-yl)oxy)pyrimidin-2-yl)piperazin-1-yl)-2,2-dimethylbutanoic acid C(C)(=O)NCC1CCN(CC1)CC1=CC(=NC(=C1)C1=CC(=CC(=C1)Cl)Cl)OC=1C=NC(=NC1)N1CCN(CC1)CCC(C(=O)O)(C)C